6-bromo-1-cyclopropyl-4-oxo-1,4-dihydro-1,8-NAPHTHYRIDINE-3-carboxylic acid BrC=1C=C2C(C(=CN(C2=NC1)C1CC1)C(=O)O)=O